N-hydroxyethyl-N-hydroxyisopropyl-N'-hydroxyisopropyl-butanediamine OCCN(C(C(CC)C(C)C)(NO)C(C)C)O